COCCOCCOC1=C(C=CC=C1)CCN 2-(2-(2-(2-methoxyethoxy)ethoxy)phenyl)ethylamine